C(C=C)(=O)OCCC[SiH2]CC(OCC)OCC acryloxypropyl-diethoxyethylsilane